C(C=1C(C(=O)OCC(CC(CC)C)CCC)=CC=CC1)(=O)OCCCCCCCCCC n-decyl (4-methyl-2-propylhexyl) phthalate